NC=1C=C(C=C2C=C(N=NC12)NC(=O)C1C(C1)F)C=1C=NC=CC1C1CC1 N-(8-Amino-6-(4-cyclopropylpyridin-3-yl)cinnolin-3-yl)-2-fluorocyclopropanecarboxamide